2,6-bis(2-methylthioethylthiomethyl)pyridine CSCCSCC1=NC(=CC=C1)CSCCSC